C[N-]C1=C(C=CC=C1)C1=CC=CC=C1 methyl-(2-phenylphenyl)azanide